ClC(CCCC(=O)O)=O 5-chloro-5-oxopentanoic acid